ClC1=NC=2N(CCNC2C=N1)C 2-chloro-8-methyl-5,6,7,8-tetrahydropteridine